FC(CN1N=CC=2C1=NC(=CN2)N2CCC1(CC3(CC3)N(C1=O)C1=NC=C(C=C1)C(F)(F)F)CC2)F 8-[1-(2,2-difluoroethyl)-1H-pyrazolo[3,4-b]pyrazin-6-yl]-12-[5-(trifluoromethyl)pyridin-2-yl]-8,12-diazadispiro[2.1.55.23]dodecan-11-one